Cl.C1(CCCC2CCCCC12)N decalin-1-amine HCl